2-((3-chloro-5-(3-((2-(2,6-dioxopiperidin-3-yl)-1-oxoisoindolin-5-yl)methyl)ureido)phenoxy)methyl)acrylic acid ClC=1C=C(OCC(C(=O)O)=C)C=C(C1)NC(=O)NCC=1C=C2CN(C(C2=CC1)=O)C1C(NC(CC1)=O)=O